bis(trimethoxysilyl)silane CO[Si](OC)(OC)[SiH2][Si](OC)(OC)OC